ClCC1=NOC(=N1)C 3-chloromethyl-5-methyl-1,2,4-oxadiazole